FC=1C=C(C=CC1F)NC(=O)C1=NC(=NC=C1)N1C=NC=C1 N-(3,4-difluorophenyl)-2-(1H-imidazol-1-yl)pyrimidine-4-carboxamide